C(#N)C=1C=NN2C1C(=NC(=C2)C=2C=NN(C2)C)C=2C=CC(=NC2)N2CCN(CC2)C([C@@](C)(C2=CC=CC=C2)NC(OC(C)(C)C)=O)=O tert-butyl (R)-(1-(4-(5-(3-cyano-6-(1-methyl-1H-pyrazol-4-yl)pyrazolo[1,5-a]pyrazin-4-yl)pyridin-2-yl)piperazin-1-yl)-1-oxo-2-phenylpropan-2-yl)carbamate